C(C=C)OP1(=NP(=NP(=N1)(OCC=C)OCC=C)(OCC=C)OCC=C)OCC=C hexa(allyloxy)cyclotriphosphazene